5-bromo-2-methoxy-4,6-dimethyl-pyrimidine BrC=1C(=NC(=NC1C)OC)C